1-(((1r,2s,5r,6r)-6-(2-fluoroethyl)-4-oxo-3-azabicyclo[3.1.0]hex-2-yl)methoxy)-7-methoxyisoquinoline-6-carboxamide FCC[C@H]1[C@H]2C(N[C@@H]([C@H]12)COC1=NC=CC2=CC(=C(C=C12)OC)C(=O)N)=O